ClC1=C(C(=CC=C1)Cl)C(C)N1CCC(CC1)N(S(=O)(=O)C)CC(=O)NCC(NCC#C)=O 2-(N-(1-(1-(2,6-dichlorophenyl)ethyl)piperidin-4-yl)methylsulfonamido)-N-(2-oxo-2-(prop-2-yn-1-ylamino)ethyl)acetamide